2-amino-4,5-dinitrophenol NC1=C(C=C(C(=C1)[N+](=O)[O-])[N+](=O)[O-])O